3-(3-ethyl-4-oxo-spiro[6,8-dihydro-5H-pyrazolo[4,3-c]azepine-7,4'-tetrahydropyran]-1-yl)propyl 5-methyl-1H-pyrazole-3-carboxylate CC1=CC(=NN1)C(=O)OCCCN1N=C(C=2C(NCC3(CCOCC3)CC21)=O)CC